Cl.Cl.N[C@H](C(=O)NC1=CC=C(C=C1)C1=C(C=NC=C1OC)OC)C(C1=CC=CC=C1)C1=CC=CC=C1 (S)-2-amino-N-(4-(3,5-dimethoxypyridin-4-yl)phenyl)-3,3-diphenylpropionylAmine dihydrochloride